FC1=CC=C(C=C1)N1C(=NN=C1COC)C=1C=CC=2N(C1)C(=CN2)C=2C=CC(=NC2)NC(OC)=O methyl N-[5-[6-[4-(4-fluorophenyl)-5-(methoxymethyl)-1,2,4-triazol-3-yl]imidazo[1,2-a]pyridin-3-yl]-2-pyridyl]carbamate